C(C)(C)(C)[Si](OC1CNC1)(C)C 3-(tert-butyldimethyl-silyloxy)azetidine